1-((5-(benzyloxy)-2-bromo-4-methoxybenzyl)(isopropyl)amino)-4-oxo-1,4-dihydropyridine-3-carboxylate C(C1=CC=CC=C1)OC=1C(=CC(=C(CN(N2C=C(C(C=C2)=O)C(=O)[O-])C(C)C)C1)Br)OC